2-chloro-4-(1-cyclopropoxy-1-phenyl-2-((tetrahydro-2H-pyran-2-yl)oxy)ethyl)-6-iodoquinazoline ClC1=NC2=CC=C(C=C2C(=N1)C(COC1OCCCC1)(C1=CC=CC=C1)OC1CC1)I